1-(7-(2-methylbenzoyl)-9,9-dibutyl-fluoren-2-yl)-3-cyclohexyl-propane-1,2-dione CC1=C(C(=O)C2=CC=C3C=4C=CC(=CC4C(C3=C2)(CCCC)CCCC)C(C(CC2CCCCC2)=O)=O)C=CC=C1